3-benzoylamino-2-(4-fluorophenyl)propionic acid C(C1=CC=CC=C1)(=O)NCC(C(=O)O)C1=CC=C(C=C1)F